(1S,4R,5S)-2-(tert-butoxycarbonyl)-2-azabicyclo[2.2.1]heptane-5-carboxylic acid C(C)(C)(C)OC(=O)N1[C@@H]2C[C@@H]([C@H](C1)C2)C(=O)O